C(C1=CC=CC=C1)N1CCN(CC1)C(COC=1C(C=C(OC1)CN1CC2=CC=CC=C2C1)=O)=O 5-(2-(4-benzylpiperazin-1-yl)-2-oxoethoxy)-2-(isoindolin-2-ylmethyl)-4H-pyran-4-one